2',2'-dimethyl-3,4-dihydrodispiro[benzo[b][1,4]oxazine-2,4'-cyclohexane-1',2''-[1,3]dioxolane] CC1(CC2(CCC13OCCO3)CNC3=C(O2)C=CC=C3)C